BrC1=CC(=C(C(=N1)C(C)C)N1C(N=C(C2=C1N=C(C(=C2)Cl)C2=C(C=CC=C2)F)N2C[C@H](N(C[C@@H]2C)C(=O)OC(C)(C)C)C)=O)C tert-butyl (2R,5S)-4-(1-(6-bromo-2-isopropyl-4-methylpyridin-3-yl)-6-chloro-7-(2-fluorophenyl)-2-oxo-1,2-dihydropyrido[2,3-d]pyrimidin-4-yl)-2,5-dimethylpiperazine-1-carboxylate